NC(C(=O)N)=C[C@@H]1N(CCC1)C amino-3-((R)-1-methylpyrrolidin-2-yl)-acrylamide